COC1=C(C=C(C=C1)O)\C=C\C1=CC=C(C=C1)OC methoxy-4'-methoxy-5-hydroxy-(E)-stilbene